N-((3-((5-((3S,4S)-4-amino-3-methyl-2-oxa-8-azaspiro[4.5]decan-8-yl)pyrazin-2-yl)thio)-2-chlorophenyl)carbamoyl)morpholine-4-sulfonamide N[C@@H]1[C@@H](OCC12CCN(CC2)C=2N=CC(=NC2)SC=2C(=C(C=CC2)NC(=O)NS(=O)(=O)N2CCOCC2)Cl)C